N-iso-Pentyl-4-(1-methylpiperidin-3-yl)-1H-imidazole-1-carboxamide C(CC(C)C)NC(=O)N1C=NC(=C1)C1CN(CCC1)C